methyl 2-(7-amino-2-oxo-2,3-dihydro-1H-1,3-benzodiazol-1-yl)acetate NC1=CC=CC2=C1N(C(N2)=O)CC(=O)OC